C(C(=C)C)(=O)OC[NH+](C)C N-methacryloyloxymethyl-N,N-dimethylammonium